N,N-dimethylchloroformylamine CN(C)C(=O)Cl